3-(4-chloro-3-(trifluoromethyl)phenyl)-5-(2-(3-fluoroazetidin-1-yl)-2-oxoethyl)thieno[3,2-c]pyridin-4(5H)-one ClC1=C(C=C(C=C1)C1=CSC2=C1C(N(C=C2)CC(=O)N2CC(C2)F)=O)C(F)(F)F